C(CCCCCCCCCCC)C=1C(C(=CC(C1)=O)CCCCCCCCCCCC)=O 2,6-di-dodecylbenzoquinone